D-(-)-3-phosphoglyceric acid disodium salt C([C@H](C(=O)[O-])O)OP(=O)(O)[O-].[Na+].[Na+]